ClC1=CC(=C(C=C1)C1(OC2=C(O1)C=CC=C2C2CCN(CC2)CC2=NC1=C(N2C[C@H]2OCC2)C=C(C=C1)C(=O)OC)C)F methyl 2-({4-[2-(4-chloro-2-fluorophenyl)-2-methyl-1,3-benzodioxol-4-yl]piperidin-1-yl}methyl)-1-[(2S)-oxetan-2-ylmethyl]-1H-benzimidazole-6-carboxylate